3-((2-((2-(difluoromethoxy)-4-(4-methylpiperazin-1-yl)phenyl)-amino)pyrimidin-4-yl)amino)-thiophene-2-carboxamide FC(OC1=C(C=CC(=C1)N1CCN(CC1)C)NC1=NC=CC(=N1)NC1=C(SC=C1)C(=O)N)F